zinc (2-ethoxy-2-oxoethyl) bromide C(C)OC(CBr)=O.[Zn]